C(C)OC(=O)C=1C2CCC(C1C(=O)OCC)C2 bicyclo[2.2.1]hept-2-ene-2,3-dicarboxylic acid diethyl ester